OC=1C=C(C2=CC=CC=C2C1)C=1C=CC=C2C(=CN=NC12)N1CCN(CC1)C(C=C)=O 1-(4-(8-(3-hydroxynaphthalen-1-yl)cinnolin-4-yl)piperazin-1-yl)prop-2-en-1-one